COC1=CC=C(C=C1)C1=NC=2N(C(=C1)O)N=CC2 5-(4-Methoxyphenyl)-7-hydroxy-pyrazolo[1,5-a]pyrimidine